rac-5-(piperidin-1-ylmethyl)-3-(piperidin-3-ylmethyl)-5,6-dihydro-1,4,2-dioxazine N1(CCCCC1)CC1OC(=NOC1)CC1CNCCC1